OC(CCCCCCO[C@H]1CN(CC1)C(=O)OC(C)(C)C)C=C tert-butyl (3R)-3-((7-hydroxynon-8-en-1-yl)oxy)pyrrolidine-1-carboxylate